sodium o-phenylphenol sodium hydroxymethylglycinate OCNCC(=O)[O-].[Na+].C1(=CC=CC=C1)C1=C(C=CC=C1)O.[Na+].OCNCC(=O)[O-]